((2R,3S,4R,5S)-5-(4-aminopyrrolo[2,1-f][1,2,4]triazin-7-yl)-2-cyano-3,4-dihydroxytetrahydrofuran-2-yl)methyl cyclobutanecarboxylate C1(CCC1)C(=O)OC[C@]1(O[C@H]([C@@H]([C@@H]1O)O)C1=CC=C2C(=NC=NN21)N)C#N